NC1CC2CCC(C1)N2C2=C1C(=NC=C2)N(C(=N1)C1=CC(=C(C#N)C=C1)F)C1=C(C=C(C=C1)N1CC(CC1)OC)F 4-(7-(3-Amino-8-azabicyclo[3.2.1]oct-8-yl)-3-(2-fluoro-4-(3-methoxypyrrolidin-1-yl)phenyl)-3H-imidazo[4,5-b]pyridin-2-yl)-2-fluorobenzonitrile